2,6-bis(3-aminophenoxy)toluene NC=1C=C(OC2=C(C)C(=CC=C2)OC2=CC(=CC=C2)N)C=CC1